N-(5-chloro-6-(2H-1,2,3-triazol-2-yl)pyridin-3-yl)-2-ethynyl-4-fluoro-5'-methyl-[1,1':2',1''-terphenyl]-4'-carboxamide ClC=1C=C(C=NC1N1N=CC=N1)NC(=O)C=1C=C(C(=CC1C)C1=C(C=C(C=C1)F)C#C)C1=CC=CC=C1